The molecule is a steroid glucosiduronic acid that is 4-hydroxyestrone having a single beta-D-glucuronic acid residue attached at position 3. It is a beta-D-glucosiduronic acid, a 17-oxo steroid, a steroid glucosiduronic acid and a 4-hydroxy steroid. It derives from a 4-hydroxyestrone. It is a conjugate acid of a 4-hydroxyestrone 3-O-(beta-D-glucuronide)(1-). C[C@]12CC[C@H]3[C@H]([C@@H]1CCC2=O)CCC4=C3C=CC(=C4O)O[C@H]5[C@@H]([C@H]([C@@H]([C@H](O5)C(=O)O)O)O)O